C1(CC1)C1=C(CN2C(N(C(C=3C2=NN(C3)C)C)C3CCN(CC3)C3=C(C=CC=C3C)F)=O)C=CC=C1 7-(2-Cyclopropyl-benzyl)-5-[1-(2-fluoro-6-methyl-phenyl)-piperidin-4-yl]-2,4-dimethyl-2,4,5,7-tetrahydro-pyrazolo[3,4-d]pyrimidin-6-one